BrCCC1=CC=C(C(=C1C(=O)OC)C)O methyl 6-(2-bromoethyl)-3-hydroxy-2-methylbenzoate